4-(((triisopropylsilyl)oxy)methyl)phenol C(C)(C)[Si](OCC1=CC=C(C=C1)O)(C(C)C)C(C)C